ClC=1C=CC2=C(N(C=3N=C(C=CC3C2=O)N(CCN2C(=NC=C2)C)C)CC(=O)[O-])C1SC.[Na+] sodium 2-(8-chloro-2-{methyl[2-(2-methylimidazol-1-yl)ethyl]amino}-9-(methylsulfanyl)-5-oxobenzo[b]1,8-naphthyridin-10-yl)acetate